(R)-4-((6'-(difluoromethyl)-8'-oxo-7',8'-dihydro-6'H-spiro[cyclohexane-1,9'-pyrazino[1',2':1,5]pyrrolo[2,3-d]pyrimidin]-2'-yl)amino)benzenesulfonamide FC([C@@H]1NC(C2(N3C1=CC1=C3N=C(N=C1)NC1=CC=C(C=C1)S(=O)(=O)N)CCCCC2)=O)F